PHENYLHEXANEDIONE C1(=CC=CC=C1)CC(C(CCC)=O)=O